CP(C1=CC(=CC=C1)C1=CN=C2C(=N1)N(N=N2)CC=2C=C1C=CC=NC1=CC2)(C)=O dimethyl-(3-(1-(quinolin-6-ylmethyl)-1H-[1,2,3]triazolo[4,5-b]pyrazin-6-yl)phenyl)phosphine oxide